5'-O-(tert-butyldiphenylsilyl)-3'-O-methylthiomethyl-5-[3-(2,2,2-trifluoroacetamido)-allyl]-2'-deoxyuridine [Si](C1=CC=CC=C1)(C1=CC=CC=C1)(C(C)(C)C)OC[C@@H]1[C@H](C[C@@H](O1)N1C(=O)NC(=O)C(=C1)CC=CNC(C(F)(F)F)=O)OCSC